CN(N)C=O N-methyl-N-formylhydrazine